CC1OC(=C(C1=O)OCC)C 2,5-dimethyl-4-ethoxy-3(2H)-furanone